3-fluoro-4-(methoxycarbonyl)pyridin-1-ium-1-olate FC=1C=[N+](C=CC1C(=O)OC)[O-]